(rac)-6-(3-{1-[3,5-bis(trifluoromethyl)benzoylamino]ethyl}pyrazin-2-yl)pyridine-3-carboxylic acid methyl ester COC(=O)C=1C=NC(=CC1)C1=NC=CN=C1[C@@H](C)NC(C1=CC(=CC(=C1)C(F)(F)F)C(F)(F)F)=O |r|